5-chloro-N-((S)-1-(((S)-1-cyano-2-((R)-5,5-dimethyl-2-oxopyrrolidin-3-yl)ethyl)amino)-3-cyclopropyl-1-oxopropan-2-yl)-1H-pyrrole-2-carboxamide ClC1=CC=C(N1)C(=O)N[C@H](C(=O)N[C@@H](C[C@H]1C(NC(C1)(C)C)=O)C#N)CC1CC1